O1COC2=C1C=CC(=C2)/C=C/S(=O)(=O)O (E)-2-(benzo[d][1,3]dioxol-5-yl)ethene-1-sulfonic acid